COC=1C=2N(C=C(C1)C=1C=NN(C1C)C1CCN(CC1)[C@@H]1CNCC1)N=CC2C#N 4-Methoxy-6-(5-methyl-1-(1-((3S)-pyrrolidin-3-yl)piperidin-4-yl)-1H-pyrazol-4-yl)pyrazolo[1,5-a]pyridine-3-carbonitrile